CC(C)(C1=CC=C(C=C1)OP(=O)(OC2=CC=CC=C2)OC3=CC=CC=C3)C4=CC=C(C=C4)OP(=O)(OC5=CC=CC=C5)OC6=CC=CC=C6 bisphenol A Bis(diphenyl phosphate)